C(C)(=O)C1=CC(=C(C(=O)N)C(=C1)OCC)OCC 4-acetyl-2,6-diethoxybenzamide